BrC1=CC2=C(N=C(S2)NC(CN2CCN(CC2)C(=O)OC(C)(C)C)=O)C=C1 tert-butyl 4-(2-((6-bromobenzo[d]thiazol-2-yl)amino)-2-oxoethyl)piperazine-1-carboxylate